ethyl (S)-3-((tert-butyldiphenylsilyl)oxy)-4-((2-methoxyethyl)(methyl)amino)butanoate [Si](C1=CC=CC=C1)(C1=CC=CC=C1)(C(C)(C)C)O[C@@H](CC(=O)OCC)CN(C)CCOC